TBDMS benzyl succinate C(CCC(=O)OCC1=CC=CC=C1)(=O)O[Si](C)(C)C(C)(C)C